N1=NC1 3H-diazirin